C(C)(=O)OI1(OC(C2=C1C=CC=C2)=O)(OC(C)=O)CC(=O)[O-] (1,1-diacetoxy-3-oxo-1λ5,2-benziodoxol-1-yl)acetate